3-(2-(dimethylamino) ethyl)-1H-indol-6-yl butyrate C(CCC)(=O)OC1=CC=C2C(=CNC2=C1)CCN(C)C